3-(5-bromo-7-fluoro-1H-indazol-1-yl)cyclobutanone BrC=1C=C2C=NN(C2=C(C1)F)C1CC(C1)=O